C(#N)CC1=CC=C2C(=CNC2=C1)S(=O)(=O)Cl 6-(cyanomethyl)-1H-indole-3-sulfonyl chloride